3-benzyl-1-(trans-4-((5-cyano-4-(5-cyano-2-thienyl)pyrimidin-2-yl)amino)cyclohexyl)-1-(5-(1-methyl-1H-pyrazol-4-yl)pyrazin-2-yl)urea C(C1=CC=CC=C1)NC(N(C1=NC=C(N=C1)C=1C=NN(C1)C)[C@@H]1CC[C@H](CC1)NC1=NC=C(C(=N1)C=1SC(=CC1)C#N)C#N)=O